methyl 5-chloro-2,2-dimethyl-pentanoate ClCCCC(C(=O)OC)(C)C